methyl trans-N-[4-[5-[2-(ethylsulfamoyl)-4-[(1H-pyrazol-4-yl)amino]phenyl]thiazol-2-yl]cyclohexyl]carbamate C(C)NS(=O)(=O)C1=C(C=CC(=C1)NC=1C=NNC1)C1=CN=C(S1)[C@@H]1CC[C@H](CC1)NC(OC)=O